4-N-methylaminopiperidine CNC1CCNCC1